C(C)C1=NC(=NO1)C=1C=C2CC[C@H](C2=CC1)NC(=O)C1=CC=NN1C (R)-N-(5-(5-ethyl-1,2,4-oxadiazol-3-yl)-2,3-dihydro-1H-inden-1-yl)-1-methyl-1H-pyrazole-5-carboxamide